N[C@@H]1CN(CCC1(F)F)C1=NC2=C(N1CC(=O)N(CC(F)(F)F)C)C=C(C=C2)F (R)-2-(2-(3-amino-4,4-difluoropiperidin-1-yl)-6-fluoro-1H-benzo[d]imidazol-1-yl)-N-methyl-N-(2,2,2-trifluoroethyl)acetamide